tert-butyl (R)-((3-(2-(4,4-difluoroazepan-1-yl)-4-methyl-5-(1-methyl-1H-pyrazol-4-yl)nicotinamido)phenyl)(methyl)(oxo)-λ6-sulfaneylidene)carbamate FC1(CCN(CCC1)C1=C(C(=O)NC=2C=C(C=CC2)[S@](=O)(C)=NC(OC(C)(C)C)=O)C(=C(C=N1)C=1C=NN(C1)C)C)F